tert-butyl (S)-2-((((9H-fluoren-9-yl)methoxy)carbonyl)amino)-4-(2-((tert-butoxycarbonyl)amino)-1H-imidazol-5-yl)butanoate C1=CC=CC=2C3=CC=CC=C3C(C12)COC(=O)N[C@H](C(=O)OC(C)(C)C)CCC1=CN=C(N1)NC(=O)OC(C)(C)C